ethyl 4-benzyl-1-(6-chloropyridazin-4-yl)piperidine-4-carboxylate C(C1=CC=CC=C1)C1(CCN(CC1)C1=CN=NC(=C1)Cl)C(=O)OCC